ClC1=NC=NC(=C1F)C(=C)OCC 4-chloro-6-(1-ethoxyvinyl)-5-fluoro-pyrimidine